C(C)(=O)C1=NN(C2=CC=C(C=C12)C=1C=NC(=NC1)C)CC(=O)OC(C)(C)C tert-butyl 2-(3-acetyl-5-(2-methylpyrimidin-5-yl)-1H-indazol-1-yl)acetate